BrCCCCCCCC[Si](OC)(OC)OC 8-Bromooctyl-trimethoxysilane